N1C=NC2=C1C=C(C=C2)NC(=O)C2CCC(CC2)N2C(NC1=CC=CC(=C1C2)C)=O (1s,4s)-N-(1H-benzo[d]imidazol-6-yl)-4-(5-methyl-2-oxo-1,2-dihydroquinazolin-3(4H)-yl)cyclohexanecarboxamide